1,2-dimethylbutyl 4-(3-hydroxy-3-methyl-but-1-ynyl)-2,6-dimethyl-7-oxo-1H-pyrrolo[2,3-c]pyridine-3-carboxylate OC(C#CC=1C2=C(C(N(C1)C)=O)NC(=C2C(=O)OC(C(CC)C)C)C)(C)C